tert-butyl (2-(oxazolo[4,5-c]pyridin-2-yl)ethyl)carbamate O1C(=NC=2C=NC=CC21)CCNC(OC(C)(C)C)=O